(1S,2R)-2-(Toluene-4-sulfonyl)-cyclopentanecarboxylic acid (4-chloro-benzyl)-(4,4-difluoro-cyclohexyl)-amide ClC1=CC=C(CN(C(=O)[C@H]2[C@@H](CCC2)S(=O)(=O)C2=CC=C(C)C=C2)C2CCC(CC2)(F)F)C=C1